3-(2-amino-[1,2,4]triazolo[1,5-a]pyridin-7-yl)-2-fluoro-N-(2-fluoro-3-(4-fluorophenyl)-3-hydroxybutyl-4,4,4-d3)-6-(methyl-d3)benzamide NC1=NN2C(C=C(C=C2)C=2C(=C(C(=O)NCC(C(C([2H])([2H])[2H])(O)C3=CC=C(C=C3)F)F)C(=CC2)C([2H])([2H])[2H])F)=N1